butyl (((2S,4S)-5-chloro-4-(6-cyano-2-fluoro-3-(2-((tetrahydro-2H-pyran-2-yl)oxy)ethoxy)phenyl)-6-fluoro-2-phenyl-2,3-dihydrobenzofuran-2-yl)methyl)(methyl)carbamate ClC=1C(=CC2=C(C[C@](O2)(C2=CC=CC=C2)CN(C(OCCCC)=O)C)C1C1=C(C(=CC=C1C#N)OCCOC1OCCCC1)F)F